FC(C1=CC=CC(=N1)NC(=O)C1=CC2=CN(N=C2C=C1OC(C)C)C1CCN(CC1)C(=O)OC(C)(C)C)F tert-butyl 4-[5-[[6-(difluoromethyl)-2-pyridyl]carbamoyl]-6-isopropoxy-indazol-2-yl]piperidine-1-carboxylate